2-(2-pentoxy)-9-phenylacridine CC(CCC)OC1=CC2=C(C3=CC=CC=C3N=C2C=C1)C1=CC=CC=C1